C(C)(C)(C)C=1C=C(C=C(C1O)C(C)(C)C)C(C)=O 1-(3,5-di-t-butyl-4-hydroxyphenyl)ethanone